3-(6-methoxypyridin-3-yl)-5-oxo-5-(3-(2-(5,6,7,8-tetrahydro-1,8-naphthyridin-2-yl)ethyl)azetidin-1-yl)pentanoic acid COC1=CC=C(C=N1)C(CC(=O)O)CC(N1CC(C1)CCC1=NC=2NCCCC2C=C1)=O